1,3-dimethyl-2-mesityl-4,5-diphenyl-1H-imidazol-3-ium CN1C(=[N+](C(=C1C1=CC=CC=C1)C1=CC=CC=C1)C)C1=C(C=C(C=C1C)C)C